2-(tert-butyl) 4-methyl 6-(2,2-dimethylpyrrolidine-1-yl)-1-oxo-1,3-dihydro-2H-pyrrolo[3,4-c]pyridine-2,4-dicarboxylate CC1(N(CCC1)C1=CC2=C(C(=N1)C(=O)OC)CN(C2=O)C(=O)OC(C)(C)C)C